4-[(3,3-difluoropyrrolidin-1-yl)methyl]benzonitrile FC1(CN(CC1)CC1=CC=C(C#N)C=C1)F